1-(2,6-diisopropylphenyl)-4,5-dimethyl-3-(2,4,6-trimethylbenzyl)-imidazol-2-ylidenegold(I) C(C)(C)C1=C(C(=CC=C1)C(C)C)N1C(N(C(=C1C)C)CC1=C(C=C(C=C1C)C)C)=[Au-]